CN1CCOC2=C1C=CC=C2 4-methyl-2,3-dihydro-1,4-benzoxazin